5-phenyl-5-hydroxy-1,3-diphenyl-2,4-imidazolinedione C1(=CC=CC=C1)C1(C(N(C(N1C1=CC=CC=C1)=O)C1=CC=CC=C1)=O)O